chloro-1-(benzenesulfonyl)-1H-pyrrolo[2,3-b]pyridine ClC1=CC=2C(=NC=CC2)N1S(=O)(=O)C1=CC=CC=C1